1-(3,5-difluorobenzyl)-3-(5-(trifluoromethyl)pyrazin-2-yl)-1,3,8-triazaspiro[4.5]decane-2,4-dione hydrochloride Cl.FC=1C=C(CN2C(N(C(C23CCNCC3)=O)C3=NC=C(N=C3)C(F)(F)F)=O)C=C(C1)F